NC(=N)NC1=CC(=C(C(=O)O)C=C1)OC 4-{[amino(imino)methyl]amino}-2-methoxybenzoic acid